CC1(OC=2C=C(C=C(C2C=C1)O)CCCCC)CCC=C(C)C 2-methyl-2-(4-methylpent-3-en-1-yl)-7-pentyl-2H-chromen-5-ol